FC=1C=C2C(=NNC2=CC1F)C=1C=CC2=C(S(CCN2)(=O)=O)N1 6-(5,6-difluoro-1H-indazol-3-yl)-1H,2H,3H-4lambda6-pyrido[2,3-b][1,4]thiazine-4,4-dione